N-(2-fluoro-4-(5,8-diazaspiro[2.6]nonan-5-yl)phenyl)-7-methoxy-2-methylimidazo[1,2-a]pyridine-6-carboxamide FC1=C(C=CC(=C1)N1CC2(CC2)CNCC1)NC(=O)C=1C(=CC=2N(C1)C=C(N2)C)OC